9-decyl-1,4,7-triazacyclododecane-8,10-dione C(CCCCCCCCC)C1C(NCCNCCNCCC1=O)=O